trimesic triglycidyl ester C(C1CO1)OC(C1=CC(C(=O)OCC2CO2)=CC(C(=O)OCC2CO2)=C1)=O